10-{3,5-bis(trifluoromethyl)phenyl}decyl-trimethoxysilane FC(C=1C=C(C=C(C1)C(F)(F)F)CCCCCCCCCC[Si](OC)(OC)OC)(F)F